2,2,6,6-tetramethyl-4-piperidylsebacate CC1(NC(CC(C1)OC(CCCCCCCCC(=O)[O-])=O)(C)C)C